Tert-butyl (7-((2,4-difluorophenyl) amino)-7-oxoheptyl)carbamate FC1=C(C=CC(=C1)F)NC(CCCCCCNC(OC(C)(C)C)=O)=O